FC1=C(C(=C(C(=C1OB([O-])[O-])F)F)F)F (pentafluoro-phenyl)-borat